2-(2,6-dioxo-3-piperidyl)-5-nitro-isoindoline-1,3-dione O=C1NC(CCC1N1C(C2=CC=C(C=C2C1=O)[N+](=O)[O-])=O)=O